FC1(C(C=CC(=C1)OC)N=NC1C(C=CC=C1)(F)F)F 2,2,2',2'-tetrafluoro-4-methoxyazobenzene